4-amino-1-((2S,4R,5S)-4-hydroxy-5-(hydroxymethyl)tetrahydrofuran-2-yl)-5-(5-methylfuran-2-yl)pyrimidin-2(1H)-one NC1=NC(N(C=C1C=1OC(=CC1)C)[C@H]1O[C@H]([C@@H](C1)O)CO)=O